((isopropoxycarbonyl)oxy)methyl-4-(2-(1H-imidazol-1-yl)ethoxy)-3-methoxybenzoate C(C)(C)OC(=O)OCOC(C1=CC(=C(C=C1)OCCN1C=NC=C1)OC)=O